BrCC1=CC=C2C(=CC(OC2=C1)=O)C1=C(C=C(C=C1)F)Cl 7-(bromomethyl)-4-(2-chloro-4-fluoro-phenyl)chromen-2-one